C(C)(C)(C)NS(=O)(=O)C1=CC(=CC=C1)NC1=NC(=NC=C1C)NC1=NC=C(C=C1)CN1CCN(CC1)CC N-(tert-butyl)-3-((2-((5-((4-ethylpiperazin-1-yl)methyl)pyridin-2-yl)amino)-5-methylpyrimidin-4-yl)amino)benzenesulfonamide